Cl.C1(CCCCC1)[C@](C(=O)O)(C)N (S)-cyclohexyl-2-aminopropionic acid hydrochloride